ONC(=O)[C@H]1[C@@H]2CC[C@H](CN1S(=O)(=O)C=1C=NC(=CC1)OC1=CC=C(C=C1)OCC(F)(F)F)N2C(=O)OCCOC 2-methoxyethyl (1S,2R,5R)-2-(hydroxycarbamoyl)-3-((6-(4-(2,2,2-trifluoroethoxy)-phenoxy)pyridin-3-yl)sulfonyl)-3,8-diazabicyclo[3.2.1]-octane-8-carboxylate